COC1=NC(=CC=C1C=O)OC 2,6-DIMETHOXY-3-FORMYLPYRIDINE